1-(4-(6-chloro-7-(4-fluoro-2-hydroxyphenyl)quinazolin-4-yl)piperazin-1-yl)prop-2-en-1-one ClC=1C=C2C(=NC=NC2=CC1C1=C(C=C(C=C1)F)O)N1CCN(CC1)C(C=C)=O